C(#N)COC=1C=C2C(=CC=NC2=CC1)C(=O)O 6-(cyanomethoxy)quinoline-4-carboxylic acid